1-(pyridin-2-ylmethyl)-3-((4-methoxycarbonylphenyl)ethynyl)-4-(4-(trifluoromethyl)phenyl)-1H-pyrrole-2,5-dione N1=C(C=CC=C1)CN1C(C(=C(C1=O)C1=CC=C(C=C1)C(F)(F)F)C#CC1=CC=C(C=C1)C(=O)OC)=O